2-amino-3-methyl-N-((3aS,5S,7aR)-octahydro-1H-inden-5-yl)-N-((5-(trifluoromethyl)-2-pyridinyl)methyl)-6-quinolinecarboxamide NC1=NC2=CC=C(C=C2C=C1C)C(=O)N(CC1=NC=C(C=C1)C(F)(F)F)[C@@H]1C[C@@H]2CCC[C@@H]2CC1